ClC1=CC=C(C=C1)CNC(=O)NC1=CC=C(C=C1)CC(=O)NCC 2-[4-({N-[(4-chlorophenyl)methyl]carbamoyl}amino)phenyl]-N-ethylacetamide